2-benzyl-6-(3-(1,1-difluoropropyl)phenyl)-3-(4-methoxyphenyl)isoindolin-1-one C(C1=CC=CC=C1)N1C(C2=CC(=CC=C2C1C1=CC=C(C=C1)OC)C1=CC(=CC=C1)C(CC)(F)F)=O